CN1N=CC2=CC(=CC=C12)C1=NC[C@H](CC1)C (S)-1-methyl-5-(5-methyl-3,4,5,6-tetrahydropyridin-2-yl)-1H-indazole